FC1=NC=CC(=C1)C1=C(C=CC=C1)B(O)O 2-(2-fluoro-4-pyridyl)phenylboronic acid